C(C)(C)(C)OC(=O)N1CC(CCC1)COS(=O)(=O)C 3-(methylsulfonyloxymethyl)piperidine-1-carboxylic acid tert-butyl ester